BrC1=CC(=CC(=C1)OCCC(F)(F)F)Cl 1-bromo-3-chloro-5-(3,3,3-trifluoropropoxy)benzene